1-((1-(2-fluoro-4-(1H-pyrazol-4-yl)phenyl)piperidin-4-yl)methyl)azepan-2-one FC1=C(C=CC(=C1)C=1C=NNC1)N1CCC(CC1)CN1C(CCCCC1)=O